6-(5-(8-fluoro-3-methylimidazo[1,2-a]pyridin-6-yl)-7H-pyrrolo[2,3-d]pyrimidin-2-yl)quinoline FC=1C=2N(C=C(C1)C1=CNC=3N=C(N=CC31)C=3C=C1C=CC=NC1=CC3)C(=CN2)C